FC(CC[SiH2]O[SiH2]O[SiH2]O[SiH3])(F)F trifluoropropyl-tetrasiloxane